C1(CC1)C=1C=CC(=NC1F)[C@@H](NC(=O)[C@H]1N(C[C@@H](C1)F)C([C@@H](C)NC(N(C)C)=O)=O)C1=CC=CC=C1 (2S,4R)-N-[(S)-(5-cyclopropyl-6-fluoropyridin-2-yl)(phenyl)methyl]-1-[(2R)-2-[(dimethylcarbamoyl)amino]propanoyl]-4-fluoropyrrolidine-2-carboxamide